dipropenylcyanoethyl acetate C(C)(=O)OCC(C#N)(C=CC)C=CC